NCC[Si](OC)(OC)OC Aminoethyltrimethoxysilane